O=C1NC(CCC1N1C(C2=CC=C(C=C2C1=O)N1C[C@H](CC1)CO)=O)=O 2-(2,6-dioxopiperidin-3-yl)-5-((S)-3-(hydroxymethyl)pyrrolidin-1-yl)isoindoline-1,3-dione